N(N)C(CCCCC1=CC=C(C=C1)CC(=O)NC1=CC(=C(C=C1)CO)[N+](=O)[O-])=O 2-(4-(5-hydrazino-5-oxopentyl)phenyl)-N-(4-(hydroxymethyl)-3-nitrophenyl)acetamide